C(C)N(C1=CC2=C(C(N(N=C2C(C)C)CC(=O)OCC)=O)S1)CC1=CC=C(C=C1)OC ethyl 2-[2-[ethyl-[(4-methoxyphenyl)methyl]amino]-4-isopropyl-7-oxo-thieno[2,3-d]pyridazin-6-yl]acetate